(R)-N-(5-((6-(3-(3-fluoro-5-(trifluoromethyl)phenyl)isoxazolidin-2-yl)pyrimidin-4-yl)amino)-4-methoxy-2-(4-(pyrrolidin-1-yl)piperidin-1-yl)phenyl)acrylamide FC=1C=C(C=C(C1)C(F)(F)F)[C@@H]1N(OCC1)C1=CC(=NC=N1)NC=1C(=CC(=C(C1)NC(C=C)=O)N1CCC(CC1)N1CCCC1)OC